N-Boc-1,7-heptanediamine C(=O)(OC(C)(C)C)NCCCCCCCN